C1(CC1)CN1N=CC(=C1)O 1-(cyclopropylmethyl)-1H-pyrazol-4-ol